ClC1=CC=C(O[C@H]2CN(CC2)C)C=C1 (R)-3-(4-chlorophenoxy)-1-methylpyrrolidine